CC1=C2C(=CC=3C=4C=C(C=CC4N(C13)C)C(=O)N1CCN(CC1)C)C=NC=C2 (5,6-dimethyl-6H-pyrido[4,3-b]carbazol-9-yl)(4-methylpiperazin-1-yl)methanone